C(C)SC=1OC2=C(C=C(C=C2C(C1)=O)C)C(C)N[S@](=O)C(C)(C)C |r| racemic-(R)-N-(1-(2-(ethylthio)-6-methyl-4-oxo-4H-chromen-8-yl)ethyl)-2-methylpropane-2-sulfinamide